[K].[N+](=O)([O-])C=1C=CC=CC1 5-nitrobenzene potassium